CN(C1=CC=C(C=C1)C1=CC(=CC=C1)NC(N(C)CC)=O)C (4'-(Dimethylamino)-[1,1'-biphenyl]-3-yl)-1-ethyl-1-methylurea